O=C1NC(CCC1N1C(C2=CC=CC(=C2C1=O)OCCCCCCC1CCN(CC1)C1=CC=C(C=C1)NC1=NN2C(C=N1)=CC=C2C=2C=C(C=CC2)NS(=O)(=O)C)=O)=O N-(3-(2-((4-(4-(6-((2-(2,6-dioxopiperidin-3-yl)-1,3-dioxoisoindolin-4-yl)oxy)hexyl)piperidin-1-yl)phenyl)amino)pyrrolo[2,1-f][1,2,4]triazin-7-yl)phenyl)methanesulfonamide